(4-(benzyloxy)cyclohexyl)(5-methoxy-1-(triisopropylsilyl)-1H-pyrrolo[2,3-b]pyridin-4-yl)methanol C(C1=CC=CC=C1)OC1CCC(CC1)C(O)C1=C2C(=NC=C1OC)N(C=C2)[Si](C(C)C)(C(C)C)C(C)C